C(CCCCCCC)N(CCCCCCCC)C=1C=C(C=CC1OCCCC)NC(CC)=O N-[3-(N,N-dioctylamino)-4-butoxyphenyl]propanamide